NC1=C(C(=NC(=N1)N1C(C2(C1)CC(C(C2)O)N)C(C)C)C(=O)N)C2=C(C(=CC=C2)Cl)Cl 6-amino-2-[6-amino-7-hydroxy-1-(propan-2-yl)-2-azaspiro[3.4]oct-2-yl]-5-(2,3-dichlorophenyl)pyrimidine-4-carboxamide